CN(C1=CC=C(C=C1)N=CC1=C(C=CC2=CC=CC=C12)O)C 1-(4-(dimethylamino)phenyl)iminomethyl-2-hydroxy-naphthalene